C1(=CC=C(C=C1)C(=O)NCC1=NOC(C1)(C(=O)OC)CC1=CC=CC=C1)C1=CC=CC=C1 methyl 3-([1,1'-biphenyl]-4-carboxamidomethyl)-5-benzyl-4,5-dihydroisoxazole-5-carboxylate